CC(CCCCCCCC)C(C(C(=O)OCC(CO)(CO)CO)(C(C)CCCCCCCC)C(C)CCCCCCCC)(CCCCCCCCCCC)C(C)CCCCCCCC pentaerythritol tetrakis(2-decyl)tetradecanoate